(cyclopropanecarbonyl)-3-(imidazo[1,2-a]pyridin-7-yl)-3,6-diazabicyclo[3.2.1]octan C1(CC1)C(=O)C12CN(CC(NC1)C2)C2=CC=1N(C=C2)C=CN1